C(C)(C)(C)C1N=C(C2=CC=C(C=C2C1)C#CCBr)C tert-butyl-6-(3-bromoprop-1-yn-1-yl)-1-methyl-3,4-dihydroisoquinoline